C1(CC1)C=1C=CC=2N(C1)C=C(N2)CNC2=CC(=NC=N2)NC(=O)C2CC2 N-(6-(((6-cyclopropylimidazo[1,2-a]pyridin-2-yl)methyl)amino)pyrimidin-4-yl)cyclopropane-1-carboxamide